CN(C1=CC=C(C=N1)C=1C(=NC(=NC1)NC=1C=NN(C1)C)NC=1C=C(C=CC1F)NC(C=C)=O)C N-(3-((5-(6-(dimethylamino)pyridin-3-yl)-2-((1-methyl-1H-pyrazol-4-yl)amino)pyrimidin-4-yl)amino)-4-fluorophenyl)acrylamide